3-chloro-N-(2-(1-hydroxy-3-methylbutan-2-yl)-3-oxoisoindolin-4-yl)-6-(trifluoromethyl)picolinamide ClC=1C(=NC(=CC1)C(F)(F)F)C(=O)NC1=C2C(N(CC2=CC=C1)C(CO)C(C)C)=O